N-(2-aminoethyl)-5-((3aS,4S,6aR)-2-oxohexahydro-1H-thieno[3,4-d]imidazol-4-yl)pentanamide NCCNC(CCCC[C@@H]1SC[C@@H]2NC(N[C@@H]21)=O)=O